methyl-3-methyl-1-(pyridin-4-ylmethyl)-1H-pyrrole-2-carboxylate COC(=O)C=1N(C=CC1C)CC1=CC=NC=C1